Cl.COC=1C=C2C(=C3CN(C(C13)=O)[C@H]1C(NC(CC1)=O)=O)OCC21CCNCC1 (R)-3-(5-Methoxy-6-Oxo-6,8-Dihydro-2H,7H-Spiro[Furo[2,3-e]Isoindole-3,4'-Piperidin]-7-Yl)Piperidine-2,6-Dione Hydrochloride